7-chloro-8-methylquinoline-2,3-diCarboxylic acid ClC1=CC=C2C=C(C(=NC2=C1C)C(=O)O)C(=O)O